4-[[(2S,3R,4R,5S)-3-(3,4-difluoro-2-methoxy-phenyl)-4,5-dimethyl-5-(trifluoromethyl)tetrahydrofuran-2-carbonyl]amino]pyridine-2-carboxamide FC=1C(=C(C=CC1F)[C@@H]1[C@H](O[C@@]([C@@H]1C)(C(F)(F)F)C)C(=O)NC1=CC(=NC=C1)C(=O)N)OC